2-(4-methylphenyl)-2-diazoacetic acid methyl ester COC(C(=[N+]=[N-])C1=CC=C(C=C1)C)=O